2-chloro-4-bromobenzenenitrile ClC1=C(C=CC(=C1)Br)C#N